[Si](C1=CC=CC=C1)(C1=CC=CC=C1)(C(C)(C)C)O[C@@H]1CC(N(C1)C(=O)OC(C)(C)C)(C(=O)OC)CCCCl (4R)-1-tert-butyl 2-methyl 4-((tert-butyldiphenylsilyl)oxy)-2-(3-chloropropyl)pyrrolidine-1,2-dicarboxylate